Ethyl 5-(4-oxobutanoyl)-4,5,6,7-tetrahydrothieno[3,2-c]pyridine-2-carboxylate O=CCCC(=O)N1CC2=C(CC1)SC(=C2)C(=O)OCC